N=1N(N=C2C1C=CC=C2)C2=C(C(=CC(=C2)C(C)(C)C)C(C)(C)C)O 2-benzotriazol-2-yl-4,6-di-t-butylphenol